AMINOACETONITRIL NCC#N